(3-aminopropyl)-N'-methylpropane-1,3-diamine NCCCC(CCNC)N